C1(CCC1)[C@@H]1NC2=CC=CC=C2[C@@H]([C@H]1C)NC(OCC1=CC=CC=C1)=O |r| rac-benzyl ((2S,3S,4R)-2-cyclobutyl-3-methyl-1,2,3,4-tetrahydroquinolin-4-yl)carbamate